CC1=NC(=CC(=N1)NC1=CC(=C(N=N1)C(=O)NC([2H])([2H])[2H])NC1=C2N(C[C@H]3N(C2=CC=C1)C(CC3)=O)C)C (S)-6-((2,6-dimethylpyrimidin-4-yl)amino)-N-(methyl-d3)-4-((5-methyl-1-oxo-1,2,3,3a,4,5-hexahydropyrrolo[1,2-a]quinoxalin-6-yl)amino)pyridazine-3-carboxamide